C(C)OC(=O)C=1N=C(OC1C1=CC=C(C=C1)N)C1=CC=C(C=C1)C(F)(F)F 5-(4-aminophenyl)-2-(4-(trifluoromethyl)phenyl)Oxazole-4-carboxylic acid ethyl ester